4-(3-(trans-4-(4-bromobutyl)cyclohexyl)-4,4-dimethyl-5-oxo-2-thioxoimidazolidin-1-yl)-2-(trifluoromethyl)benzonitrile BrCCCC[C@@H]1CC[C@H](CC1)N1C(N(C(C1(C)C)=O)C1=CC(=C(C#N)C=C1)C(F)(F)F)=S